4-(4-(6-(((R)-1-(3-fluorophenyl)piperidin-3-yl)amino)pyrimidin-4-yl)piperazin-1-yl)butan-1-one FC=1C=C(C=CC1)N1C[C@@H](CCC1)NC1=CC(=NC=N1)N1CCN(CC1)CCCC=O